C(C)[SiH](OCCCOC)C(C1=CC=CC=C1)O ethyl-(hydroxybenzyl)methoxypropoxysilane